NC1=C(C(N(C(=N1)N1CCC2(CC1)[C@@H](C1=CC=CC=C1C2)N)C)=O)C#CCC2=CC(=CC=C2)O (S)-6-amino-2-(1-amino-1,3-dihydrospiro[indene-2,4'-piperidin]-1'-yl)-5-(3-(3-hydroxyphenyl)prop-1-yn-1-yl)-3-methylpyrimidin-4(3H)-one